bis(tertbutyldioxyisopropyl)benzene C(C)(C)(C)OOC(C)(C)C1=C(C=CC=C1)C(C)(C)OOC(C)(C)C